C(C=C)(=O)OCCCOC1=CC=C(C=C1)C#CC1=CC=C(C(=O)OC2=C(C(=O)OCCCCCCCCCCOC3=CC=C(C=C3)C3=CC=C(C=C3)C#N)C=C(C=C2)OC(C2=CC=C(C=C2)C#CC2=CC=C(C=C2)OCCCOC(C=C)=O)=O)C=C1 10-[4-(4-cyanophenyl)phenoxy]decyl 2,5-bis[[4-[2-[4-(3-prop-2-enoyloxypropoxy)phenyl]ethynyl]benzoyl]oxy]benzoate